COC(=O)C=1SC(=CC1NC(=O)NC1=CN=CC2=CC=CC=C12)C1=C(C=CC=C1Cl)Br 5-(2-bromo-6-chlorophenyl)-3-(3-(isoquinolin-4-yl)ureido)thiophene-2-carboxylic acid methyl ester